Terbium(III) Sulfate S(=O)(=O)([O-])[O-].[Tb+3].S(=O)(=O)([O-])[O-].S(=O)(=O)([O-])[O-].[Tb+3]